1-(3-hydroxyazetidin-1-yl)-2-(4-iodo-3,5-dimethyl-1H-pyrazol-1-yl)ethan-1-one OC1CN(C1)C(CN1N=C(C(=C1C)I)C)=O